ClC=1C(=CC(=NC1)C)C=O 5-CHLORO-2-METHYL-PYRIDINE-4-CARBALDEHYDE